oxooxadiazole O=C1N=NOC1